{4-[6-amino-5-(3-fluoro-2-trifluoromethyl-benzyloxy)-pyridin-3-yl]-phenyl}-(3-dimethylamino-pyrrolidin-1-yl)-methanone NC1=C(C=C(C=N1)C1=CC=C(C=C1)C(=O)N1CC(CC1)N(C)C)OCC1=C(C(=CC=C1)F)C(F)(F)F